tertbutyl 2-[7-[2-cyano-3-[[ethyl(methyl)sulfamoyl]amino]-6-fluoro-phenoxy]quinoxalin-2-yl]-7-azaspiro[3.5]nonane-7-carboxylate C(#N)C1=C(OC2=CC=C3N=CC(=NC3=C2)C2CC3(C2)CCN(CC3)C(=O)OC(C)(C)C)C(=CC=C1NS(N(C)CC)(=O)=O)F